5-[2-(2-{[(3-methoxyphenyl)(methyl)oxo-λ6-sulfanylidene]amino}phenyl)-ethynyl]pyridine-2-carboxylic acid COC=1C=C(C=CC1)S(=O)(C)=NC1=C(C=CC=C1)C#CC=1C=CC(=NC1)C(=O)O